COC=1C=C(C=C(C1)OC=1C2=C(N=CN1)C=CN2C)CC(=O)N (3-methoxy-5-((5-methyl-5H-pyrrolo[3,2-d]pyrimidin-4-yl)oxy)phenyl)acetamide